FC1=C(C=CC=C1C[C@@H]1N(CC([C@@H]1NS(=O)(=O)CC)(F)F)C(=O)[C@@H]1OCC1)C1=CC(=CC=C1)F N-[(2S,3R)-2-[(2,3'-difluoro[1,1'-biphenyl]-3-yl)methyl]-4,4-difluoro-1-((2R)-oxetane-2-carbonyl)pyrrolidin-3-yl]ethanesulfonamide